4-(2-(acryloylamino)-2-methylpropionylamino)butyl-guanidinium C(C=C)(=O)NC(C(=O)NCCCCNC(=[NH2+])N)(C)C